FC=1C=C2C(=CN3C2=C(C1)CN(CC3)C(=O)N3CCC(CC3)CO)C3=CNC=C3C3=CN=C1N3C=CC=C1 3-(9-fluoro-2-(4-(hydroxymethyl)piperidine-1-carbonyl)-1,2,3,4-tetrahydro-[1,4]diazepino[6,7,1-hi]indol-7-yl)-4-(imidazo[1,2-a]pyridin-3-yl)-1H-pyrrole